NC=1C(=CC(=C(C)C1)Cl)S(=O)(=O)[O-] 5-amino-2-chlorotoluene-4-sulfonate